8-(4-cyclobutyl-piperazin-1-yl)-9-ethyl-6,6-dimethyl-11-oxo-6,11-dihydro-5H-benzo[b]carbazole-3-carbonitrile monomethanesulfonic acid salt CS(=O)(=O)O.C1(CCC1)N1CCN(CC1)C=1C(=CC2=C(C(C=3NC4=CC(=CC=C4C3C2=O)C#N)(C)C)C1)CC